3-((4-(3-aminophenyl)pyrimidin-2-yl)amino)benzoic acid NC=1C=C(C=CC1)C1=NC(=NC=C1)NC=1C=C(C(=O)O)C=CC1